2-(3-(4-(2-((R)-2,4-dimethyl-3-oxopiperazin-1-yl)ethoxy)phenyl)ureido)-N-(4-(((2S*,4R*)-6-fluoro-2-methyl-1-propionyl-1,2,3,4-tetrahydroquinolin-4-yl)amino)phenyl)acetamide C[C@H]1N(CCN(C1=O)C)CCOC1=CC=C(C=C1)NC(NCC(=O)NC1=CC=C(C=C1)N[C@@H]1C[C@@H](N(C2=CC=C(C=C12)F)C(CC)=O)C)=O |o1:32,34|